nona-8-en-2-yl-carbamic acid CC(CCCCCC=C)NC(O)=O